C(C)(C)(C)OC(=O)N(CCC(=O)NCCCNC=1C=C(C(=O)OC)C=CC1C1=CN=CN1COCC[Si](C)(C)C)CC1=CC(=C(C=C1)C1=CC=CC=C1)Cl Methyl 3-((3-(3-((tert-butoxycarbonyl)((2-chloro-[1,1'-biphenyl]-4-yl)methyl)amino)propanamido)propyl)amino)-4-(1-((2-(trimethylsilyl)ethoxy)methyl)-1H-imidazol-5-yl)benzoate